(S)-4-hydroxydecanoic acid O[C@H](CCC(=O)O)CCCCCC